FC1=CC=C(C=C1)[C@H]1C[C@@H](CO1)C1=NOC(=N1)CN1C=NC=2N=CN(C2C1=O)C 1-((3-((3R,5R)-5-(4-Fluorophenyl)Tetrahydrofuran-3-Yl)-1,2,4-Oxadiazol-5-yl)methyl)-7-Methyl-1H-Purin-6(7H)-One